1-amino-2,5-anhydro-D-glucitol NC([C@H]1[C@@H](O)[C@H](O)[C@H](O1)CO)O